tributyl-isopropenyl-tin C(CCC)[Sn](C(=C)C)(CCCC)CCCC